tert-butyl (S)-4-(3-((4-([1,1'-biphenyl]-3-yl)-5-chloropyrimidin-2-yl)amino)piperidine-1-carbonyl)piperidine-1-carboxylate C1(=CC(=CC=C1)C1=NC(=NC=C1Cl)N[C@@H]1CN(CCC1)C(=O)C1CCN(CC1)C(=O)OC(C)(C)C)C1=CC=CC=C1